C[Si](N(C(C)=O)CC)(N(C(C)=O)CC)C=C methyl-vinyl-di(N-ethyl-acetamido)silane